Dimethyl-anilinium tetrafluoroborate F[B-](F)(F)F.C[NH+](C1=CC=CC=C1)C